bis(3-tert-butylphenyl) phosphite P(OC1=CC(=CC=C1)C(C)(C)C)(OC1=CC(=CC=C1)C(C)(C)C)[O-]